C(CCCCCCCCCCCCC)(=O)OCCCCC(OC(NCCOCCN(C)C)=O)CCCCOC(CCCCCCCCCCCCC)=O 2-methyl-9-oxo-11-{4-[(1-oxotetradecyl) oxy] butyl}-2,8-diaza-5,10-dioxapentadec-15-yl tetradecanoate